(S)-4-(7-bromo-8-fluoro-2-((1-methylpyrrolidin-2-yl)methoxy)-6-(trifluoromethyl)quinazolin-4-yl)piperazine-1-carboxylic acid tert-butyl ester C(C)(C)(C)OC(=O)N1CCN(CC1)C1=NC(=NC2=C(C(=C(C=C12)C(F)(F)F)Br)F)OC[C@H]1N(CCC1)C